[N+](=O)([O-])C1=CC=CC=2N=CNC21 4-Nitrobenzimidazole